NC(CO)(CC1CC(C1)(F)F)C 2-amino-3-(3,3-difluorocyclobutyl)-2-methyl-propan-1-ol